CON=C(C#CC1CCCC1)C1=CC=CC=C1 3-cyclopentyl-1-phenyl-prop-2-yn-1-one-O-methyl oxime